ClC=1C=C(C=CC1Cl)C1=CC(=CC=C1)C=1N=NNC1 4-(3',4'-dichloro-[1,1'-biphenyl]-3-yl)-1H-1,2,3-triazole